1-[4-[(4-benzoyl-phenyl)-thio]-phenyl]-2-methyl-2-[(4-methyl-phenyl)-sulfonyl]-propan-1-one C(C1=CC=CC=C1)(=O)C1=CC=C(C=C1)SC1=CC=C(C=C1)C(C(C)(S(=O)(=O)C1=CC=C(C=C1)C)C)=O